(((2S,3S,4R,5R)-5-(4-amino-2-oxopyrimidin-1(2H)-yl)-2-fluoro-3,4-dihydroxy-4-methyltetrahydrofuran-2-yl)methoxy)((amino)phosphoryl)-L-alaninate NC1=NC(N(C=C1)[C@H]1[C@]([C@@H]([C@@](O1)(F)CO[C@](N=P(=O)N)(C)C(=O)[O-])O)(C)O)=O